CC(C)OC1=CC=C2C=CC=NC2=C1S(=O)(=O)NC1=C(C=CC=C1)C#CC=1C=CC(=NC1)C(=O)O 5-(2-{2-[7-(propan-2-yloxy)quinoline-8-sulfonamido]phenyl}ethynyl)pyridine-2-carboxylic acid